tert-butyl 6-bromo-1H-indazole-carboxylate BrC1=CC=C2C(=NNC2=C1)C(=O)OC(C)(C)C